6-[[4-[[(1S)-2-hydroxy-1-phenyl-ethyl]amino]-5-(5-methyl-1,3,4-oxadiazol-2-yl)pyrimidin-2-yl]amino]-3,4-dihydro-2H-isoquinolin-1-one OC[C@H](C1=CC=CC=C1)NC1=NC(=NC=C1C=1OC(=NN1)C)NC=1C=C2CCNC(C2=CC1)=O